ClC=1C(=NC(=NC1)NC1CCOCC1)C1=CC=C2CN(C(C2=C1)=O)CCNC(CO)(C)C1=CC=CC=C1 6-{5-Chloro-2-[(oxan-4-yl)amino]pyrimidin-4-yl}-2-{2-[(1-hydroxy-2-phenylpropan-2-yl)amino]ethyl}-2,3-dihydro-1H-isoindol-1-one